8-chloro-2-cyclobutyl-3-phenylpyrimido[4,5-b][1,5]naphthyridine-4,5(3H,10H)-dione ClC1=CN=C2C(C3=C(NC2=C1)N=C(N(C3=O)C3=CC=CC=C3)C3CCC3)=O